4-Formyl-2-methoxyphenyl-2-hydroxybenzoat C(=O)C1=CC(=C(C=C1)OC(C1=C(C=CC=C1)O)=O)OC